ClC1(C(C1C1=CC(=C(C(=C1)F)Cl)Cl)C(=O)N)Cl 2,2-dichloro-3-(3,4-dichloro-5-fluorophenyl)cyclopropane-1-carboxamide